N1C(=CC2=CC=CC=C12)SC(CC(C(=O)OC)C(=O)OC)C1=CC(=C(C=C1)Cl)Cl Dimethyl 2-(2-((1H-indol-2-yl)thio)-2-(3,4-dichlorophenyl)ethyl)malonate